1-((R)-3-(4-(((R)-1-(3-(difluoromethyl)-2-fluorophenyl)ethyl)amino)quinolin-6-yl)-3-fluoropyrrolidin-1-yl)ethan-1-one FC(C=1C(=C(C=CC1)[C@@H](C)NC1=CC=NC2=CC=C(C=C12)[C@]1(CN(CC1)C(C)=O)F)F)F